3-((1R)-1-cyclopropylethyl)-2-hydroxybenzaldehyde C1(CC1)[C@@H](C)C=1C(=C(C=O)C=CC1)O